tetrakis(2,4-di-tert-butylphenyl)biphenylenediphosphonite C(C)(C)(C)C1=C(C=CC(=C1)C(C)(C)C)OP(OC1=C(C=C(C=C1)C(C)(C)C)C(C)(C)C)C=1C(=CC=C2C3=CC=CC=C3C12)P(OC1=C(C=C(C=C1)C(C)(C)C)C(C)(C)C)OC1=C(C=C(C=C1)C(C)(C)C)C(C)(C)C